C(C1=CC=CC=C1)OC(=O)N1CC(C(C1)C(=O)O)C(=O)O racemic-1-[(benzyloxy)carbonyl]pyrrolidine-3,4-dicarboxylic acid